2-phenyl-1,3-dioxane-4,6-dione C1(=CC=CC=C1)C1OC(CC(O1)=O)=O